FC(OC1=C(C(=O)NCC2=CC=C(C=C2)B(O)O)C=CC=C1)(F)F [4-[[[2-(trifluoromethoxy)benzoyl]amino]methyl]phenyl]boronic acid